bis(4-(2-hydroxyethoxy)phenyl)sulfonium tetrafluoroborate F[B-](F)(F)F.OCCOC1=CC=C(C=C1)[SH+]C1=CC=C(C=C1)OCCO